FC(C1=CC=C(CN2C(NC3=C(C2=O)CN(CC3)C(=O)OCC3=CC=CC=C3)=O)C=C1)(F)F 3-(4-trifluoromethylbenzyl)-6-benzyloxycarbonyl-5,6,7,8-tetrahydropyrido[4,3-d]pyrimidine-2,4(1H,3H)-dione